dimethyl 2-methoxymethylenemalonate COC=C(C(=O)OC)C(=O)OC